6-methyl-5-(4,4,5,5-tetramethyl-1,3,2-dioxaborolan-2-yl)pyrazolo[1,5-a]pyridine CC=1C(=CC=2N(C1)N=CC2)B2OC(C(O2)(C)C)(C)C